Tert-butyl N-tert-butoxycarbonyl-N-[9-[2-(2,6-dioxo-3-piperidyl)-1,3-dioxo-isoindolin-4-yl] nonyl]carbamate C(C)(C)(C)OC(=O)N(C(OC(C)(C)C)=O)CCCCCCCCCC1=C2C(N(C(C2=CC=C1)=O)C1C(NC(CC1)=O)=O)=O